NC1=CC2=C(C=N1)N(C(N2[C@H]2C[C@@H](CC2)NC(OC)=O)=O)C([2H])([2H])[2H] methyl ((1R,3R)-3-(6-amino-3-(methyl-d3)-2-oxo-2,3-dihydro-1H-imidazo[4,5-c]pyridin-1-yl)cyclopentyl)carbamate